Dimethylsilyl-(6-tert-butyl-5-methoxy-2-methyl-4-(o-tolyl)-indenyl)(2,3,4,5-tetramethyl-cyclopentadienyl)zirconium dichloride [Cl-].[Cl-].C[SiH](C)[Zr+2](C1C(=C(C(=C1C)C)C)C)C1C(=CC2=C(C(=C(C=C12)C(C)(C)C)OC)C1=C(C=CC=C1)C)C